(8-(isoxazol-4-yl)-2-(((1R,4R)-4-methoxycyclohexyl)amino)pyrido[4,3-d]pyrimidin-5-yl)benzamide O1N=CC(=C1)C1=CN=C(C2=C1N=C(N=C2)NC2CCC(CC2)OC)C2=C(C(=O)N)C=CC=C2